6-fluoro-1H-benzo[d][1,3]oxazine-2,4-dione FC1=CC2=C(NC(OC2=O)=O)C=C1